β,β-difluoro-3-iodo-5-(trifluoromethyl)-benzenepropanoic acid FC(CC(=O)O)(C1=CC(=CC(=C1)C(F)(F)F)I)F